C(C)(C)(C)N(C(O)=O)CC1=CC=C2C=C(C(=NC2=C1)C)N1C(NC(CC1)=O)=O.CC1(OC2=C(C=CC=C2C=C1)C(C)=O)C 1-(2,2-dimethyl-2H-chromen-8-yl)ethanone tert-butyl-((3-(2,4-dioxotetrahydropyrimidin-1(2H)-yl)-2-methylquinolin-7-yl)methyl)carbamate